(R)-2-(2-hydroxy-5-methylphenyl)-4,5-dihydrothiazole-4-carboxylic acid OC1=C(C=C(C=C1)C)C=1SC[C@H](N1)C(=O)O